C(#N)N1[C@@H](CCC1)C(=O)N1CCC2=C(C=CC=C12)C=1C=NNC1C#N 4-(1-(cyano-L-prolyl)indolin-4-yl)-1H-pyrazole-5-carbonitrile